1,1'-bis(furyl)ferrocene O1C(=CC=C1)[C-]1C=CC=C1.[C-]1(C=CC=C1)C=1OC=CC1.[Fe+2]